2-((1s,4s)-4-methoxycyclohexyl)ethan-1-amine hydrochloride Cl.COC1CCC(CC1)CCN